(4-(9-methoxy-3,4-dihydrobenzo[4,5]imidazo[1,2-a]pyrazin-2(1H)-yl)butoxy)quinolin-2(1H)-one COC1=CC=CC2=C1N=C1N2CCN(C1)CCCCON1C(C=CC2=CC=CC=C12)=O